C(C)(C)(C)OC(=O)N1CCN(CC1)C1CC(C1)CO 4-(3-(hydroxymethyl)cyclobutyl)piperazine-1-carboxylic acid tert-butyl ester